CP1(C=CCC1)=O 1-methyl-1-oxophospholene